3-(4-(1-methylpiperidin-4-yl)pyridin-2-yl)-N-(3-methylpyridin-2-yl)-1,2,4-thiadiazol-5-amine CN1CCC(CC1)C1=CC(=NC=C1)C1=NSC(=N1)NC1=NC=CC=C1C